6',8'-difluoro-N-((2-methoxypyridin-4-yl)methyl)-4'-oxo-3',4'-dihydro-1'h-spiro[piperidine-4,2'-quinoline]-1-carboxamide FC=1C=C2C(CC3(NC2=C(C1)F)CCN(CC3)C(=O)NCC3=CC(=NC=C3)OC)=O